4-amino-N,N-diethyl-3-methyl-aniline NC1=C(C=C(N(CC)CC)C=C1)C